FC1=CC=C(C=C1)C(=O)N1C(CNCC1)C (4-fluorophenyl)(2-methylpiperazin-1-yl)methanone